FC1=C(C=C(C(=C1O)F)F)C1=CC(=NO1)C(=O)OCC ethyl 5-(2,4,5-trifluoro-3-hydroxyphenyl)isoxazole-3-carboxylate